C(C)(C)C1=C(NC2=CC=C(C=C12)C1CCN(CC1)C)C=1C=C(C(N(C1)C)=O)C=1C=NC=CC1 5-(3-isopropyl-5-(1-methylpiperidin-4-yl)-1H-indol-2-yl)-1-methyl-[3,3'-bipyridine]-2(1H)-one